[Si](C)(C)(C(C)(C)C)OCCOC1CN(CC=2C=CC(=NC12)Cl)C(=O)OC(C)(C)C Tert-butyl 8-(2-((tert-butyldimethylsilyl)oxy)ethoxy)-2-chloro-7,8-dihydro-1,6-naphthyridin-6(5H)-carboxylate